5-((dichlorophosphoryl)fluoromethyl)benzo[b]thiophene-2-carboxylate ClP(=O)(Cl)C(C1=CC2=C(SC(=C2)C(=O)[O-])C=C1)F